[SiH3]O[SiH2]O[SiH2]O[SiH2]O[SiH2]O[SiH2]O[SiH3] Heptasiloxane